[Si](F)(F)(F)F.[Li].[Li] di-lithium tetrafluorosilicate